COC=1C=C(C=CC1)C1=NN2C(=NC=3C=CC=C(C3C2=N1)C)N[C@H]1C(NCCNC1)=O (6R)-6-{[2-(3-methoxyphenyl)-10-methyl-[1,2,4]triazolo[1,5-c]quinazolin-5-yl]amino}-1,4-diazepan-5-one